2,4-dichloro-5,7-dihydro-6H-pyrrolo[2,3-d]pyrimidine ClC=1N=C(C2=C(N1)NCC2)Cl